4-fluorophenyl 1-(8-fluoro-7-(8-fluoronaphthalen-1-yl)-2-((tetrahydro-1H-pyrrolizin-7a(5H)-yl)methoxy)pyrido[4,3-d]pyrimidin-4-yl)piperidine-4-carboxylate FC1=C(N=CC2=C1N=C(N=C2N2CCC(CC2)C(=O)OC2=CC=C(C=C2)F)OCC21CCCN1CCC2)C2=CC=CC1=CC=CC(=C21)F